(S)-tert-butyl(1-cyano-2-(4-(1-ethyl-1H-pyrazol-4-yl)-2-fluorophenyl)ethyl)carbamate C(C)(C)(C)OC(N[C@@H](CC1=C(C=C(C=C1)C=1C=NN(C1)CC)F)C#N)=O